COC([C@H]([C@@H](C)O)NC(C1=CC=C(C=C1)C#CC1=CC=C(C=C1)N)=O)=O.FC1=CC=C(C=C1)C(=C1CCNCC1)C1=CC=C(C=C1)F 4-[bis(4-fluorophenyl)methylene]piperidine methyl-(2S,3R)-2-[[4-[2-(4-aminophenyl)ethynyl]benzoyl]amino]-3-hydroxy-butanoate